Benzyl ((2S,3S,4R)-6-(ethylcarbamoyl)-2,3-dimethyl-1,2,3,4-tetrahydroquinolin-4-yl)carbamate C(C)NC(=O)C=1C=C2[C@@H]([C@H]([C@@H](NC2=CC1)C)C)NC(OCC1=CC=CC=C1)=O